methylselenobutyronitrile C[Se]C(C#N)CC